2-Ethynyl-N-(3-methoxy-5-methylpyrazin-2-yl)-N-((2-(trimethylsilyl)ethoxy)methyl)pyridine-3-sulfonamide C(#C)C1=NC=CC=C1S(=O)(=O)N(COCC[Si](C)(C)C)C1=NC=C(N=C1OC)C